C(=O)O.C1(=CCCC1)C1=NC=2C=C(C(=CC2C2=C1CC(N2)(C)C)OC)OCCCN2CCCC2 1-(3-{[4-(cyclopent-1-en-1-yl)-8-methoxy-2,2-dimethyl-1H,2H,3H-pyrrolo[3,2-c]quinolin-7-yl]oxy}propyl)pyrrolidine formate